C(CC(CCCC(=O)O)C(=O)O)C(=O)O hexane-1,3,6-tricarboxylic acid